1-(4-((3-methoxybenzyl)(3-morpholinobenzyl)amino)benzyl)piperazine-2,5-dione COC=1C=C(CN(C2=CC=C(CN3C(CNC(C3)=O)=O)C=C2)CC2=CC(=CC=C2)N2CCOCC2)C=CC1